O=C1NC(CCC1N1C(C2=CC=CC(=C2C1=O)NCC1=CC=C(C=C1)CN1CCC(CC1)C(C)C)=O)=O 2-(2,6-dioxopiperidin-3-yl)-4-(4-((4-isopropylpiperidin-1-yl)methyl)benzylamino)isoindoline-1,3-dione